FC1=CC(=CC2=C1N=C(S2)C)NC(=O)C=2C=CC(=C1C=CN=NC21)N2CCNCC2 N-(4-fluoro-2-methyl-1,3-benzothiazol-6-yl)-5-(piperazin-1-yl)cinnoline-8-carboxamide